methyl (2Z)-3-[3-chloro-1-(oxan-2-yl)indazol-6-yl]-2-fluoroprop-2-enoate ClC1=NN(C2=CC(=CC=C12)\C=C(\C(=O)OC)/F)C1OCCCC1